6-methyl-8-chlorophenanthridine CC=1N=C2C=CC=CC2=C2C=CC(=CC12)Cl